NC=1OC=CC1C=1NC2=C(N1)C=CC(=C2)N 2-(2-aminofuryl)-5-aminobenzimidazole